OC1=C(C(NC(=C1C)C)=O)C 4-hydroxy-3,5,6-trimethyl-1H-pyridin-2-one